N-(3-((1s,3R)-3-(cyanomethyl)-1-(4-methyl-4H-1,2,4-triazol-3-yl)cyclobutyl)phenyl)-3-iodo-7-(((S)-3-methylpiperidin-1-yl)methyl)-1H-pyrrolo[3,2-b]pyridine-5-carboxamide C(#N)CC1CC(C1)(C1=NN=CN1C)C=1C=C(C=CC1)NC(=O)C1=CC(=C2C(=N1)C(=CN2)I)CN2C[C@H](CCC2)C